mercaptoethylamine hydrochloride salt Cl.SCCN